CC1=C(OC(=O)C(=C1OC)OC)CCCCCCCCCCSC The molecule is a member of the class of 2-pyranones that is 2H-pyran-2-one substituted by methoxy groups at positions 3 and 4, a methyl group at position 5 and a 10-(methylsulfanyl)decyl group at position 6. Isolated from the marine sponge of the genus Plakortis, it exhibits cytotoxicity against human promyeloid leukemic HL-60 cells. It has a role as an antineoplastic agent and an animal metabolite. It is a member of 2-pyranones, an ether, a polyketide and an organic sulfide.